BrC1=CC=C(C(=N1)COC[C@H]1CN(CCN1)C(=O)OC(C)(C)C)F tert-Butyl (R)-3-(((6-bromo-3-fluoropyridin-2-yl)methoxy)methyl)piperazine-1-carboxylate